3-fluoro-2-(((triisopropylsilyl)oxy)methyl)benzaldehyde FC=1C(=C(C=O)C=CC1)CO[Si](C(C)C)(C(C)C)C(C)C